5-(2,7-diazaspiro[4.5]decan-2-yl)-1,3,4-thiadiazole C1N(CCC12CNCCC2)C2=NN=CS2